OCCOCCOCCOC(=O)N1CCN(CC1)P([O-])(=O)N(C)C P-(4-((2-(2-(2-HYDROXYETHOXY)-ETHOXY)ETHOXY)-CARBONYL)-1-PIPERAZINYL)-N,N-DIMETHYLPHOSPHONAMIDATE